1-[4-methyl-2,5-dioxo-4-(2-phenylethyl)imidazolidin-1-yl]-3-phenylurea CC1(NC(N(C1=O)NC(=O)NC1=CC=CC=C1)=O)CCC1=CC=CC=C1